7-(1-hydroxyethyl)-2-methylpyrazolo[1,5-a]pyridine OC(C)C1=CC=CC=2N1N=C(C2)C